NC1=C(C(=NC(=C1Cl)N1N=C2C=CC=C(C2=C1)Cl)C(=O)O)Cl 4-amino-3,5-dichloro-6-(4-chloro-2H-indazol-2-yl)pyridine-2-carboxylic acid